CC1(SCCS1)C=1C=C(C2=C(C=CO2)C1)[N+](=O)[O-] 5-(2-methyl-1,3-dithiolan-2-yl)-7-nitro-benzofuran